5-amino-2-chloropyrimidine NC=1C=NC(=NC1)Cl